ClC=1N=C2C(=C(C(N(C2=CC1)C)=O)C#N)N1CCNCC1 6-chloro-1-methyl-2-oxo-4-(piperazin-1-yl)-1,2-dihydro-1,5-naphthyridine-3-carbonitrile